1-(4,6-diamino-s-triazin-2-yl)heptyl-2-phenyl-4-hydroxymethyl-5-methylimidazole NC1=NC(=NC(=N1)N)C(CCCCCC)C(C=1N=C(NC1C)C1=CC=CC=C1)O